[Si](C)(C)(C(C)(C)C)OC[C@H](C)N1N=C(C=C1CO)CC [2-[(1S)-2-[tert-butyl(dimethyl)silyl]oxy-1-methyl-ethyl]-5-ethyl-pyrazol-3-yl]methanol